C1(=CC=CC=C1)C1=CC=CC(=N1)C1=NC=CC=C1.[Pt+2] platinum(II) 6-phenyl-2,2'-bipyridine